C(C)O[C@@H]1C[C@@H](N(CC1)C(=O)N[C@@H](C)\C=C\S(=O)(=O)C)C1=CC=CC=C1 (2R,4S)-4-ethoxy-N-((S,E)-4-(methylsulfonyl)but-3-en-2-yl)-2-phenylpiperidine-1-carboxamide